COC1=CC=2N(N=C1OCC1=NC=3CCN(CC3C=C1)[C@@H]1COCC1)C(=NN2)C2=NOC(=C2)C (S)-3-(7-Methoxy-6-((6-(tetrahydrofuran-3-yl)-5,6,7,8-tetrahydro-1,6-naphthyridin-2-yl)methoxy)-[1,2,4]triazolo[4,3-b]pyridazin-3-yl)-5-methylisoxazole